CC1(OB(OC1(C)C)C1=CC=CC2=C1N=CO2)C 4-(4,4,5,5-tetramethyl-1,3,2-dioxaborolan-2-yl)benzo[d]Oxazole